1-[3-hydroxy-4-[2-(5-isopropoxy-1H-indazol-3-yl)pyrimidin-4-yl]phenyl]ethyl 2,2,2-trifluoroacetate FC(C(=O)OC(C)C1=CC(=C(C=C1)C1=NC(=NC=C1)C1=NNC2=CC=C(C=C12)OC(C)C)O)(F)F